C12CC(CC2C1)C(C(=O)NC1=CC=C(C=C1)C=1C(=[N+](C=CC1Cl)[O-])C)NC(=O)C=1C(=NOC1)C 3-(4-(2-(bicyclo[3.1.0]hexan-3-yl)-2-(3-methylisoxazole-4-carboxamido)acetamido)phenyl)-4-chloro-2-methylpyridine 1-oxide